FC=1C=C2C(=CNC(C2=CC1F)=O)[C@@H](C)N(C(CC=1NC2=CC=CC=C2C1)=O)CCCO (R)-N-(1-(6,7-difluoro-1-oxo-1,2-dihydroisoquinolin-4-yl)ethyl)-N-(3-hydroxypropyl)-2-(1H-indol-2-yl)acetamide